(2RS)-2-amino-2-(6,7-dihydro-5H-pyrrolo[1,2-c]imidazol-1-yl)acetic acid ethyl ester C(C)OC([C@@H](C1=C2N(C=N1)CCC2)N)=O |r|